C(C)(C)(C)OC(N[C@H]1[C@H](CC1)OC1=CC(=C(C=C1)C)C(NC1(CC1)C1=CC=CC2=CC=CC=C12)=O)=O |r| rac-tert-Butyl((1R,2S)-2-(4-methyl-3-((1-(naphthalen-1-yl)cyclopropyl)carbamoyl)phenoxy)cyclobutyl)carbamate